N1N=[N+](C2=NC=CC=C21)[O-] 1H-1,2,3-triazolo[4,5-b]Pyridine 3-oxide